NC1=CC=C(OC2=CC=C(C=C2)C(C(F)(F)F)(C(F)(F)F)C2=CC=C(C=C2)OC2=CC=C(C=C2)N)C=C1 2,2-bis[4'-(4''-aminophenoxy)phenyl]hexafluoropropane